N-(2-deoxy-2-L-leucylamino-D-glucopyranosyl)-N-octadecyldodecanamide acetate C(C)(=O)O.N[C@@H](CC(C)C)C(=O)N[C@H]1C(O[C@@H]([C@H]([C@@H]1O)O)CO)N(C(CCCCCCCCCCC)=O)CCCCCCCCCCCCCCCCCC